CCC(=O)C1C=CC=CC1(C)O 2-Hydroxy-2-Methyl-Phenyl-Propane-1-one